CC(C)(CCC(C)(C)OOC(C)(C)C)OOC(C)(C)C 2,5-dimethyl-bis(t-butylperoxy)hexane